CN(C1=C(C=CC=C1)C1=NC=C(C(=N1)NCC1=CC=C(C=C1)N1N=C(C=C1C)C(F)(F)F)OC)C 2-(2-(Dimethylamino)phenyl)-5-methoxy-N-(4-(5-methyl-3-(trifluoromethyl)-1H-pyrazol-1-yl)benzyl)pyrimidin-4-amine